CN1C[C@H]([C@@H](CC1)C1C(C1)(C(=O)N)CC1=CC=C(C=C1)C)C (trans-1,3-dimethylpiperidin-4-yl)-1-(4-methylbenzyl)cyclopropane-1-carboxamide